3-[(3-tert-butyl-2-hydroxy-1,2-benzoxaborole-6-yl)amino]-1-(trans-2-cyanocyclohexyl)pyrazole-4-carboxamide C(C)(C)(C)C1B(OC2=C1C=CC(=C2)NC2=NN(C=C2C(=O)N)[C@H]2[C@@H](CCCC2)C#N)O